5-fluoro-2-(prop-1-en-2-yl)phenol FC=1C=CC(=C(C1)O)C(=C)C